CNCC1=CC=C(CN2C(NC3=C2C=CC=C3)=O)C=C1 (4-((methylamino)methyl)benzyl)-1,3-dihydro-2H-benzo[d]imidazol-2-one